N1=CN=C2N=CNC2=C1N[C@@H]1[C@H]([C@@H]([C@H]([C@@H](O1)CO)NC(C[C@@H]1CNCC1)=O)O)O N-((2R,3R,4R,5S,6S)-6-((7H-purin-6-yl)amino)-4,5-dihydroxy-2-(hydroxymethyl)tetrahydro-2H-pyran-3-yl)-2-((R)-pyrrolidin-3-yl)acetamide